N-methyl-N-(1-methylpiperidin-4-yl)-1,5-naphthyridin-2-amine CN(C1=NC2=CC=CN=C2C=C1)C1CCN(CC1)C